FC(CN1C(=NC=2C(=NC=CC21)C2=CC(=C(C=C2)C(=O)N2C[C@@H](CC2)OC)F)C(F)(F)F)F (4-(1-(2,2-Difluoroethyl)-2-(trifluoromethyl)-1H-imidazo[4,5-c]pyridin-4-yl)-2-fluorophenyl)((3R)-3-methoxypyrrolidin-1-yl)methanon